FC1=CC=C(CN(C(=O)NCC2=CC=C(C=C2)OCC(C)C)CC2CCN(CC2)C)C=C1 1-(4-fluorobenzyl)-1-((1-methylpiperidin-4-yl)methyl)-3-(4-isobutoxybenzyl)urea